N1=C(C=CC=C1)C1=NN=CO1 5-(pyridin-2-yl)-1,3,4-oxadiazole